C(C)OC1=NC=CC=C1C1=NC=2CN(C(C3(CCN(CC3)C=3C(=NC(=CC3)OC)C(F)(F)F)C2C=C1)=O)[C@H]1CNCC1 2-(2-ethoxypyridin-3-yl)-1'-[6-methoxy-2-(trifluoromethyl)pyridin-3-yl]-7-[(3R)-pyrrolidin-3-yl]spiro[8H-1,7-naphthyridine-5,4'-piperidine]-6-one